C(C)N1C[C@@H](N(CC1)C(=O)C1=CC=C(C=C1)C1=CC(=CC=C1)OCC1=CC(=CC2=C1C=C(O2)C=2N=C1SC(=NN1C2)C)OC)C (S)-(4-Ethyl-2-methylpiperazin-1-yl)(3'-((6-methoxy-2-(2-methylimidazo[2,1-b][1,3,4]thiadiazol-6-yl)benzofuran-4-yl)methoxy)-[1,1'-biphenyl]-4-yl)methanone